NC[C@H](CC(=O)O)C[C@@H](COC1=C(C=CC=C1)C(F)(F)F)C (3s,5s)-3-aminomethyl-5-methyl-6-(2-trifluoromethyl-phenoxy)-hexanoic acid